CC=1N=C(SC1C1=CC(=NC=C1)C(C(F)(F)F)(C)C)NC(=O)N1[C@@H](CCC1)C(=O)N (S)-N1-(4-methyl-5-(2-(1,1,1-trifluoro-2-methylpropan-2-yl)pyridin-4-yl)thiazol-2-yl)pyrrolidine-1,2-dicarboxamide